ClC=1C=C(C=CC1F)C(C=1NC=C(N1)S(=O)(=O)NCC(C)OC)C1=CC(=C(C=C1)F)F 2-((3-chloro-4-fluorophenyl)(3,4-difluorophenyl)methyl)-N-(2-methoxypropyl)-1H-imidazole-4-sulfonamide